tert-butyl (R)-4-(2-(3-(3-(cyclopropyl(4-(pyridin-4-yl)benzyl)carbamoyl) piperidin-1-yl)phenoxy)-2-methylpropanoyl)piperazine-1-carboxylate C1(CC1)N(C(=O)[C@H]1CN(CCC1)C=1C=C(OC(C(=O)N2CCN(CC2)C(=O)OC(C)(C)C)(C)C)C=CC1)CC1=CC=C(C=C1)C1=CC=NC=C1